2-((4-(2,6-diazaspiro[3.4]octan-6-yl)pyridazin-3-yl)oxy)-N-ethyl-5-fluoro-N-isopropylbenzamide C1NCC12CN(CC2)C2=C(N=NC=C2)OC2=C(C(=O)N(C(C)C)CC)C=C(C=C2)F